9-(4-amino-7-methyl-5-(4-(2-(pyrrolidin-1-yl)ethoxy)-phenyl)-7H-pyrrolo[2,3-d]pyrimidin-6-yl)-3-azaspiro[5.5]undec-8-ene-3-carboxylic acid tert-butyl ester C(C)(C)(C)OC(=O)N1CCC2(CC1)CC=C(CC2)C2=C(C1=C(N=CN=C1N)N2C)C2=CC=C(C=C2)OCCN2CCCC2